6-((1H-tetrazol-5-yl)oxy)benzofuran-3-carboxylic acid ethyl ester C(C)OC(=O)C1=COC2=C1C=CC(=C2)OC2=NN=NN2